tris(2-formylethyl) phosphate hydrochloride Cl.P(=O)(OCCC=O)(OCCC=O)OCCC=O